C(=O)(O)C1=CC=C(C=C(C(=O)OCC(C)C)C#N)C=C1 isobutyl 4-carboxy-α-cyanocinnamate